CN1N=C(C=C(C1=O)N1CCOCC1)N1N=CC2=CC=C(C=C12)C(C#N)C 2-[1-(1-methyl-5-morpholino-6-oxo-pyridazin-3-yl)indazol-6-yl]propanenitrile